C1(CC1)C1=CC(=NN1C1CC2(CN(C2)C(=O)C2=C(C=CC(=C2)O)F)C1)C1=C(C=C(C=C1)F)C (6-[5-cyclopropyl-3-(5-fluoro-2-tolyl)-1-pyrazolyl]-2-aza-2-spiro[3.3]heptyl)(2-fluoro-5-hydroxyphenyl)methanone